tris(2,6-difluorophenyl)borane FC1=C(C(=CC=C1)F)B(C1=C(C=CC=C1F)F)C1=C(C=CC=C1F)F